NC=1C=C2C(=CNC2=C(C1)C)CCNC(C)=O N-[2-(5-amino-7-methyl-1H-indol-3-yl)ethyl]acetamide